FC1=C(C=C(C=C1)NC(=O)C1=C(N(C(=C1C)C(C(=O)NC1CCC(CC1)S(=O)(=O)C)=O)C)C(C)C)C N-(4-fluoro-3-methylphenyl)-2-isopropyl-1,4-dimethyl-5-(2-(((1s,4s)-4-(methylsulfonyl)cyclohexyl)amino)-2-oxoacetyl)-1H-pyrrole-3-carboxamide